Tert-butyl-6-(2-((trans-4-(trifluoromethyl)cyclohexyl)methyl)hydrazino)nicotinic acid C(C)(C)(C)C1=C(C(=O)O)C=CC(=N1)NNC[C@@H]1CC[C@H](CC1)C(F)(F)F